NC1=NC=NC2=C1C(=C1C(=C[C@@H](CN21)NC(C=C)=O)C)C=2C(=NC1=CC=CC=C1C2)[2H] (S)-N-(4-amino-6-methyl-5-(quinolin-3-yl-2-d)-8,9-dihydropyrimido[5,4-b]indolizin-8-yl)acrylamide